2-Amino-4-(3-((2,6-dimethylidenetetrahydro-1H-pyrrolizin-7a(5H)-yl)methoxy)-5-fluoro-7,9-dihydrofuro[3,4-f]quinazolin-6-yl)-7-fluorothieno[3,2-c]pyridine-3-carbonitrile NC1=C(C=2C(=NC=C(C2S1)F)C=1C2=C(C=3C=NC(=NC3C1F)OCC13CC(CN3CC(C1)=C)=C)COC2)C#N